(3S)-ethyl 3-(2-(5-(2-(dimethylamino)ethyl)-2-oxo-4-(trifluoromethyl)pyridin-1(2H)-yl)-5-methylhexanamido)-3-(4-fluoro-2',5,6'-trimethylbiphenyl-3-yl)propanoate CN(CCC=1C(=CC(N(C1)C(C(=O)N[C@@H](CC(=O)OCC)C=1C=C(C=C(C1F)C)C1=C(C=CC=C1C)C)CCC(C)C)=O)C(F)(F)F)C